NC1=NC=CC(=C1Cl)SC=1NC2=C(C=CC=C2C1)Cl ((2-amino-3-chloropyridin-4-yl)thio)-7-chloroindole